benzyl 4-((tert-butyldiphenylsilyl)oxy)-5-oxoazepane-1-carboxylate [Si](C1=CC=CC=C1)(C1=CC=CC=C1)(C(C)(C)C)OC1CCN(CCC1=O)C(=O)OCC1=CC=CC=C1